tert-butyl (3S,4R)-4-(4-(3-(2,6-bis(benzyloxy)pyridin-3-yl)-1-methyl-1H-indazol-6-yl)piperidine-1-carbonyl)-3-methylpiperidine-1-carboxylate C(C1=CC=CC=C1)OC1=NC(=CC=C1C1=NN(C2=CC(=CC=C12)C1CCN(CC1)C(=O)[C@H]1[C@@H](CN(CC1)C(=O)OC(C)(C)C)C)C)OCC1=CC=CC=C1